ClC=1N=CC(=NC1)NC([C@H]([C@H]1CC(CC1)(F)F)C1=CC(=C(C=C1)C#N)C#N)=O (R)-N-(5-chloropyrazin-2-yl)-2-(3,4-dicyanophenyl)-2-((R)-3,3-difluorocyclopentyl)acetamide